CC=1C=C(C2=CC=CC=C2C1)C(C)S(=O)(=O)N 3-methylnaphthalen-1-yl-ethane-1-sulfonamide